FC(C1=C(C=CC(=C1)C(F)(F)F)CC(=O)N(CC=1OC(=NN1)C1=NC=C(C=N1)N1C(C2=CC=CC=C2C1)=O)C1=CC=C(C=C1)F)(F)F 2-(2,4-bis(trifluoromethyl)phenyl)-N-(4-fluorophenyl)-N-((5-(5-(1-oxoisoindolin-2-yl)pyrimidin-2-yl)-1,3,4-oxadiazol-2-yl)methyl)acetamide